ClC1=C(C=C(C=C1)CCCCNC(=O)NC[C@@H]([C@H]([C@@H]([C@@H](CO)O)O)O)O)CNC1(CC1)C=1C=NC=CC1C1=C(C=CC=C1)OC1CC1 1-(4-[4-chloro-3-[([1-[4-(2-cyclopropoxyphenyl)pyridin-3-yl]cyclopropyl]amino)methyl]phenyl]butyl)-3-[(2S,3R,4R,5R)-2,3,4,5,6-pentahydroxyhexyl]urea